C(C)(=O)OC1=C(NC2=CC=CC=C12)C=1NC2=CC=CC=C2C1OC(C)=O 1H,1'H-[2,2'-biindole]-3,3'-diyl diacetate